COC=1C=C(C=CC1)S(=O)(=O)OC1=C(C=CC=C1)NC(NC1=C(C=CC=C1)OS(=O)(=O)C1=CC(=CC=C1)OC)=O bis-[2-(m-methoxybenzenesulfonyloxy)phenyl]urea